6-(3-Methoxy-2-methylphenyl)-2-(5-(pyrrolidin-1-yl)pyrimidin-2-yl)phthalazin-1(2H)-one COC=1C(=C(C=CC1)C=1C=C2C=NN(C(C2=CC1)=O)C1=NC=C(C=N1)N1CCCC1)C